COC([C@](CN1N=CN=C1)(O)C1=C(C=C(C=C1)OC1=CC=C(C=C1)Cl)Cl)=O (S)-2-[2-chloro-4-(4-chlorophenoxy)phenyl]-2-hydroxy-3-(1,2,4-triazol-1-yl)propionic acid methyl ester